[2-(Dimethylamino)-4-pyridyl]-(8-methoxy-1,3,4,5-tetrahydropyrido[4,3-b]indol-2-yl)methanon CN(C1=NC=CC(=C1)C(=O)N1CC2=C(NC=3C=CC(=CC23)OC)CC1)C